[F].CCCCCCCCCCC undecane fluorine